ClC1=CC=C(C=C1)\C(=C/COC1=CC(=C(OCC(=O)OC)C=C1)C)\C1=CC=C(C=C1)C#CCN1CCOCC1 methyl (Z)-[4-[3-(4-chlorophenyl)-3-[4-[3-(morpholin-4-yl)propynyl]phenyl]allyloxy]-2-methyl-phenoxy]acetate